5,6-dichloro-2-methyl-4-(2-methyl-1-naphthyl)-3(2H)-pyridazinone ClC1=C(C(N(N=C1Cl)C)=O)C1=C(C=CC2=CC=CC=C12)C